ClC1=CC=C2C(=N1)C=C(N2COCC[Si](C)(C)C)C(=O)OCC ethyl 5-chloro-1-((2-(trimethylsilyl)ethoxy)methyl)-1H-pyrrolo[3,2-b]pyridine-2-carboxylate